C12(C=CC=C3C4=CC=CC=C4C=C13)C=CC=C1C3=CC=CC=C3C=C12 spirobi[fluorene]